ClC1=NN(C=C1C1=NC=CC(=N1)N)COCC[Si](C)(C)C 2-(3-chloro-1-([2-(trimethylsilyl)ethoxy]methyl)pyrazol-4-yl)pyrimidin-4-amine